tert-butyl (S)-3-((3-methyl-5-(trifluoromethyl)benzyl)amino)-4-oxo-4,6,7,8-tetrahydropyrrolo[1,2-a]pyrimidine-6-carboxylate CC=1C=C(CNC2=CN=C3N(C2=O)[C@@H](CC3)C(=O)OC(C)(C)C)C=C(C1)C(F)(F)F